FC1=CC2=C([C@@H](C[C@@H](O2)C(=O)NC23CC(C2)(C3)C3=NC(=NC=C3)OCCOC(F)(F)F)O)C=C1C(F)(F)F (2R,4R)-7-fluoro-4-hydroxy-N-(3-{2-[2-(trifluoromethoxy)ethoxy]pyrimidin-4-yl}bicyclo[1.1.1]pentan-1-yl)-6-(trifluoromethyl)-3,4-dihydro-2H-1-benzopyran-2-carboxamide